4-[(5S)-2,6-diazaspiro[4.5]decan-2-yl]-1H-pyrrolo[2,3-b]pyridin C1N(CC[C@]12NCCCC2)C2=C1C(=NC=C2)NC=C1